FC=1C(=C(C=CC1)OB(O)O)[N+](=O)[O-] (3-fluoro-2-nitrophenyl)boric acid